M-methoxyphenylhydrazine hydrochloride Cl.COC=1C=C(C=CC1)NN